CN1C(=NC2=C(C=C(C=C2C1=O)C)[C@@H](C)N[S@](=O)C(C)(C)C)C=1C=NN(C1)C (R)-N-((R)-1-(3,6-dimethyl-2-(1-methyl-1H-pyrazol-4-yl)-4-oxo-3,4-dihydroquinazolin-8-yl)ethyl)-2-methylpropane-2-sulfinamide